(R)-ethyl 2-phenylbutyrate C1(=CC=CC=C1)[C@H](C(=O)OCC)CC